ClC=1C(=NC(=NC1)NC1CCOCC1)C1=CC=C2CN(C(C2=C1)=O)CC(N1CC2=C(N=CN=C2)CC1)=O 6-{5-chloro-2-[(oxacyclohex-4-yl)amino]pyrimidin-4-yl}-2-{2-oxo-2-{5H,6H,7H,8H-pyrido[4,3-d]pyrimidin-6-yl}ethyl}-2,3-dihydro-1H-isoindol-1-one